4-(2-Butyl-6,7-dichloro-2-cyclopentyl-indan-1-on-5-yl)oxobutyric acid C(CCC)C1(C(C2=C(C(=C(C=C2C1)CCC(C(=O)O)=O)Cl)Cl)=O)C1CCCC1